C(C)N1C(CC(C1)CN1N=C2N=C(C=CC2=C1)C1=C(C=C(C=C1C)C(F)(F)F)O)=O 1-ethyl-4-((6-(2-hydroxy-6-methyl-4-(trifluoromethyl)phenyl)-2H-pyrazolo[3,4-b]pyridin-2-yl)methyl)pyrrolidin-2-one